C1N(CCC2=CC=CC=C12)C[C@H](CN1C(C2=CC=C(C=C2CC1)N1CC(CCC1)CO)=O)O 2-[(2R)-3-(3,4-dihydro-1H-isoquinolin-2-yl)-2-hydroxy-propyl]-6-[3-(hydroxymethyl)-1-piperidyl]-3,4-dihydroisoquinolin-1-one